(E)-3-(3-(3,5-bis-(trifluoromethyl)-phenyl)-1H-1,2,4-triazol-1-yl)-2-(pyrimidin-5-yl)-acrylamide FC(C=1C=C(C=C(C1)C(F)(F)F)C1=NN(C=N1)/C=C(/C(=O)N)\C=1C=NC=NC1)(F)F